7-[3-(dimethylamino)propoxy]-8-methoxy-N-(propan-2-yl)-1H,2H,3H-cyclopenta[c]quinolin-4-amine formate C(=O)O.CN(CCCOC=1C(=CC=2C3=C(C(=NC2C1)NC(C)C)CCC3)OC)C